di(p-methylbenzoyl)tartaric acid CC1=CC=C(C(=O)C(C(C(=O)O)(O)C(C2=CC=C(C=C2)C)=O)(O)C(=O)O)C=C1